7,7-difluoro-9-isopropyl-2-((4-methoxybenzyl)amino)-5-methyl-5,7,8,9-tetrahydro-6H-pyrimido[4,5-b][1,4]diazepin-6-one FC1(C(N(C2=C(N(C1)C(C)C)N=C(N=C2)NCC2=CC=C(C=C2)OC)C)=O)F